C(=O)(O)C1=CC2=C(N(CN2C(C)C)C(C)C)C=C1 5-carboxy-1,3-diisopropyl-1H-benzo[d]imidazol